2-(4-chlorophenyl)-4-(naphthalen-1-yl)quinol ClC1=CC=C(C=C1)C1=C(O)C=CC(C1)(O)C1=CC=CC2=CC=CC=C12